FC1=NC(=CC=C1C=1SC=2C(N(CCC2N1)C=1C=NC=CC1)=O)N1CCC(CC1)CO (2-fluoro-6-(4-(hydroxymethyl)piperidin-1-yl)pyridin-3-yl)-5-(pyridin-3-yl)-6,7-dihydrothiazolo[5,4-c]pyridin-4(5H)-one